FC1=CC=C(C=C1)NC(=O)N 1-(4-fluorophenyl)urea